[Mn].[Fe].[Cu].[Co].[Al].CC1=NN(C=C1)C1=CC(=NC=C1)C(F)(F)F 4-(3-METHYL-1H-PYRAZOL-1-YL)-2-(TRIFLUOROMETHYL)PYRIDINE aluminum cobalt copper iron manganese